4-chloro-5-(trifluoromethyl)-7-((2-(trimethylsilyl)ethoxy)methyl)-7H-pyrrolo[2,3-d]Pyrimidine ClC=1C2=C(N=CN1)N(C=C2C(F)(F)F)COCC[Si](C)(C)C